NC1=NC(=CC=N1)Cl amino-6-chloropyrimidine